ClC1=CC(=CS1)COC(N(C)CCCCF)=O 5-chloro-3-((((4-fluorobutyl)(methyl)carbamoyl)oxy)methyl)thiophene